COC=1C=C(C=CC1OC)C(C(=O)[O-])(CCC)CC 2-(3,4-dimethoxyphenyl)-2-ethylpentanoate